(S)-6-((4-((2-hydroxy-1-phenylethyl)amino)-5-(5-(pyridin-2-yl)-1,3,4-oxadiazol-2-yl)pyrimidin-2-yl)amino)-1-isopropyl-1,2-dihydro-3H-indazol-3-one OC[C@H](C1=CC=CC=C1)NC1=NC(=NC=C1C=1OC(=NN1)C1=NC=CC=C1)NC1=CC=C2C(NN(C2=C1)C(C)C)=O